Methyl 4-[4-benzyloxy-1-(4-fluorophenyl)-2-[2-hydroxy-1-(hydroxymethyl)-1-methyl-ethyl]indol-3-yl]benzoate C(C1=CC=CC=C1)OC1=C2C(=C(N(C2=CC=C1)C1=CC=C(C=C1)F)C(CO)(C)CO)C1=CC=C(C(=O)OC)C=C1